C(C)(C)(C)NS(=O)(=O)C1=CC=C(C=C1)N(C(C(F)(F)F)=O)C[C@H](CC1=CC=CC=C1)NC(C1=CC=C(C=C1)F)=O (S)-N-(1-(N-(4-(N-tert-butylsulfamoyl)phenyl)-2,2,2-trifluoroacetamido)-3-phenylpropan-2-yl)-4-fluorobenzamide